magnesium fluoride, Ammonium salt [NH4+].[F-].[Mg]